ONC(=O)C1=CC=C2C=NN(C2=C1)CC1=CC=C(C=C1)Cl 1-(4-Chlorobenzyl)-1H-indazole-6-carboxylic acid hydroxyamide